C1(CC1)[C@H](CNC(=O)C1=NN(C(N1)=O)C)CC1=CC=CC=C1 (R)-N-(2-cyclopropyl-3-phenylpropyl)-1-methyl-5-oxo-4,5-dihydro-1H-1,2,4-triazole-3-carboxamide